C1NCC12CC(C2)CC2=NC(=NO2)C2(CC2)C(F)(F)F 5-(2-azaspiro[3.3]heptane-6-ylmethyl)-3-[1-(trifluoromethyl)cyclopropyl]-1,2,4-oxadiazole